NC1=CC(=C(C#N)C=C1C)C 4-amino-2,5-dimethylbenzonitrile